ClC=1C(=CC(=C(C1)NC(=O)N1[C@@H]2CC=3C(=NNC(C3)=O)[C@H]1CC2)F)OC=2C=NC(=CC2)F (6S,9R)-N-(5-chloro-2-fluoro-4-((6-fluoropyridin-3-yl)oxy)phenyl)-3-oxo-3,5,6,7,8,9-hexahydro-2H-6,9-epiminocyclohepta[c]pyridazine-10-carboxamide